FC(C1=C(COC2=CC=3C4=C(NC3C=C2)C(CC4)CC(=O)O)C=CC(=C1)C(F)(F)F)(F)F 2-(7-(2,4-bis(trifluoromethyl)benzyloxy)-1,2,3,4-tetrahydrocyclopenta[b]indol-3-yl)acetic acid